MAGNESIUM DIACETAT C(C)(=O)[O-].C(C)(=O)[O-].[Mg+2]